C(C)(C)OC1=NC=2N(C=C1C(=O)NC=1C(N(C=CC1)C)=O)C=C(N2)C21COC(CC2)(C1)C 7-isopropoxy-N-(1-methyl-2-oxo-1,2-dihydropyridin-3-yl)-2-(1-methyl-2-oxabicyclo[2.2.1]heptan-4-yl)imidazo[1,2-a]pyrimidine-6-carboxamide